ClC1=NC(=CC(=C1)C1=C(C=C(C=C1)F)C1=NN=CN1C)OCC 2-chloro-6-ethoxy-4-[4-fluoro-2-(4-methyl-1,2,4-triazol-3-yl)phenyl]pyridine